O[C@@H]1C[C@@](C)(OC)[C@@H](O)[C@@H](O1)C beta-cladinose